BrC=1C(=C(C(=O)[O-])C=CC1)CC bromo-2-ethylbenzoate